C[C@H]1[C@H](COC1)N (3R,4S)-4-methyl-oxolan-3-amine